ClCC(=S)C1=CC=CC=C1 chlorophenyl-1-ethanethione